3-(3-(4-Aminobut-1-yn-1-yl)phenyl)piperidine-2,6-dione NCCC#CC=1C=C(C=CC1)C1C(NC(CC1)=O)=O